[Cl-].[Cl-].[Cl-].C(C(C)C)[Hf+3] isobutyl-hafnium trichloride